N[S@](=NC(CC1=C(C2=CC=CC=C2C=C1C(C)C)C(C)C)=O)(=O)C1=CN=C(S1)C(C)(C)O (R)-N-(amino(2-(2-hydroxypropan-2-yl)thiazol-5-yl)(oxo)-λ6-sulfaneylidene)-2-(1,3-diisopropylnaphthalen-2-yl)acetamide